ClC1=CC=CC2=C1OC1=C2C=2C=CC=CC2C=C1[Si](C)(C)C 8-chloro-6-trimethylsilylbenzo[b]naphtho[1,2-d]furan